C(C)OC1=NC=CC=C1C1=NC=2CN(CC3(CCN(CC3)C3=C(C(=CC=C3)OC)C(F)(F)F)C2C=C1)C(=O)[C@@H]1NCCC1 [2-(2-ethoxypyridin-3-yl)-1'-[3-methoxy-2-(trifluoromethyl)phenyl]spiro[6,8-dihydro-1,7-naphthyridine-5,4'-piperidine]-7-yl]-[(2R)-pyrrolidin-2-yl]methanone